FC1=CC=C(C=C1)N1N=CC=2C1=CN=C(C2)[C@@H](C)N[S@](=O)C(C)(C)C (R)-N-((R)-1-(1-(4-fluorophenyl)-1H-pyrazolo[3,4-c]pyridin-5-yl)ethyl)-2-methylpropan-2-sulfinamide